4-((S)-4-acryloyl-2-methylpiperazin-1-yl)-1-(2-ethyl-6-(isopropylsulfonyl)phenyl)-6-fluoro-7-(2-fluoro-6-hydroxyphenyl)pyridino[2,3-d]pyrimidin-2(1H)-one C(C=C)(=O)N1C[C@@H](N(CC1)C=1C2=C(N(C(N1)=O)C1=C(C=CC=C1S(=O)(=O)C(C)C)CC)N=C(C(=C2)F)C2=C(C=CC=C2O)F)C